(7-methyl-10H-phenoxazin-3-yl)methylamine CC=1C=C2OC=3C=C(C=CC3NC2=CC1)CN